2-(difluoromethyl)-7-isopropoxy-N-(6-methoxypyridin-2-yl)imidazo[1,2-a]pyridine-6-carboxamide FC(C=1N=C2N(C=C(C(=C2)OC(C)C)C(=O)NC2=NC(=CC=C2)OC)C1)F